Butoxy-N-((3R,4S)-3-methyl-1-(methylsulfonyl)piperidin-4-yl)-6-(1H-pyrazol-4-yl)-[1,2,4]triazolo[1,5-a]pyrazin-2-amine C(CCC)OC1=C(N=CC=2N1N=C(N2)N[C@@H]2[C@@H](CN(CC2)S(=O)(=O)C)C)C=2C=NNC2